OC1=C(C=CC=C1)C=1N=NC2=CC(=CC=C2C1)N1CC2(CN(C2)C2=NN(C=N2)C(C(=O)OCC)C(C)C)C1 ethyl 2-(3-{6-[3-(2-hydroxyphenyl)cinnolin-7-yl]-2,6-diazaspiro[3.3]heptan-2-yl}-1,2,4-triazol-1-yl)-3-methylbutanoate